[2-(1,9-diazatricyclo[6.3.1.04,12]dodeca-2,4(12),5,7-tetraen-2-yl)-1-methyl-benzimidazol-5-yl]methanone N12C(=CC=3C=CC=C(NCC1)C23)C2=NC3=C(N2C)C=CC(=C3)C=O